C1[C@@]([C@H]([C@H](O1)OP(=O)([O-])OP(=O)([O-])OC[C@@H]2[C@H]([C@H]([C@@H](O2)N3C=CC(=O)NC3=O)O)O)O)(CO)O The molecule is a UDP-D-apiose(2-) in which the anomeric centre of the apiose fragment has alpha-configuration. It is a conjugate base of an UDP-alpha-D-apiose.